CN1CCN(CC1)S(=O)(=O)C1=C(C=C(C=C1)[N+](=O)[O-])N1CCCC1 1-methyl-4-(4-nitro-2-pyrrolidin-1-ylphenyl)sulfonylpiperazine